N-((5-bromobenzo[d]thiazol-2-yl)methyl)-N-Isopropylpropan-2-amine BrC=1C=CC2=C(N=C(S2)CN(C(C)C)C(C)C)C1